C(=C)(C)C=1C=C(C(C)(C)N=C=O)C=CC1 meta-isopropenyl-α,α-dimethylbenzyl isocyanate